3,4-dimethyl-8-[(3S)-3-pyrazin-2-yloxypyrrolidin-1-yl]pyrimido[4',5':4,5]thieno[2,3-c]pyridazine CC1=C(C2=C(N=N1)SC1=C2N=CN=C1N1C[C@H](CC1)OC1=NC=CN=C1)C